tert-butyl (S)-2-((S)-5-chloro-6-fluoro-2-phenyl-4-(4,4,5,5-tetramethyl-1,3,2-dioxaborolan-2-yl)-2,3-dihydrobenzofuran-2-yl)piperidine-1-carboxylate ClC=1C(=CC2=C(C[C@](O2)(C2=CC=CC=C2)[C@H]2N(CCCC2)C(=O)OC(C)(C)C)C1B1OC(C(O1)(C)C)(C)C)F